(R)-N-(3-fluoro-4-(4-((5-(3-(methyl-amino)piperidin-1-yl)pyridin-2-yl)amino)-5-oxo-5,6-dihydro-1,6-naphthyridin-2-yl)phenyl)cyclohexane-carboxamide FC=1C=C(C=CC1C1=NC=2C=CNC(C2C(=C1)NC1=NC=C(C=C1)N1C[C@@H](CCC1)NC)=O)NC(=O)C1CCCCC1